CC1(COC1)OC(=O)N1CCN(CC1)C1=NC=2N(C=C1)N=CC2Br.C(=O)(N2CCOCC2)N2CCOCC2 4,4'-carbonyl-dimorpholine (3-methyloxetan-3-yl)-4-(3-bromopyrazolo[1,5-a]pyrimidin-5-yl)piperazine-1-carboxylate